5-[2-(3,4-diethoxyphenyl)-4-thiazolyl]-3-formyl-2-hydroxy-benzoic acid methyl ester COC(C1=C(C(=CC(=C1)C=1N=C(SC1)C1=CC(=C(C=C1)OCC)OCC)C=O)O)=O